ClC=1C=CC=C2C=CC(=NC12)NC1=C(C=C(C=C1)OC(C)C)C 8-chloro-N-(4-isopropoxy-2-methylphenyl)quinolin-2-amine